bis(sulfosuccinimide) octanedioate C(CCCCCCC(=O)O)(=O)O.S(=O)(=O)(O)C1C(=O)NC(C1)=O.S(=O)(=O)(O)C1C(=O)NC(C1)=O